trans-aconitic acid copper [Cu].C(C=C(C(=O)O)CC(=O)O)(=O)O